The molecule is a 3-hydroxyacyl-CoA that results from the formal condensation of the thiol group of coenzyme A with the carboxy group of 3-hydroxy-3-(4-hydroxyphenyl)propionic acid. It is a conjugate acid of a 3-hydroxy-3-(4-hydroxyphenyl)propionyl-CoA(4-). CC(C)(COP(=O)(O)OP(=O)(O)OC[C@@H]1[C@H]([C@H]([C@@H](O1)N2C=NC3=C(N=CN=C32)N)O)OP(=O)(O)O)[C@H](C(=O)NCCC(=O)NCCSC(=O)CC(C4=CC=C(C=C4)O)O)O